[4-[[(2s)-2-[[(2s)-1-[(2r)-2-(9h-Fluoren-9-Ylmethoxycarbonylamino)Propanoyl]Pyrrolidine-2-Carbonyl]Amino]-3-Methyl-Butanoyl]Amino]Phenyl]Methyl (4-Nitrophenyl) Carbonate C(OCC1=CC=C(C=C1)NC([C@H](C(C)C)NC(=O)[C@H]1N(CCC1)C([C@@H](C)NC(=O)OCC1C2=CC=CC=C2C=2C=CC=CC12)=O)=O)(OC1=CC=C(C=C1)[N+](=O)[O-])=O